FC(C1=CC=C(C=C1)C=1C=NC(=C2C=CC=NC12)N[C@H]1[C@@H](CNC1)CO)(F)F ((3R,4S)-4-((8-(4-(trifluoromethyl)phenyl)-1,6-naphthyridin-5-yl)amino)pyrrolidin-3-yl)methanol